2-(3,5-dimethoxyphenoxy)-3,3'-bipyridine COC=1C=C(OC2=NC=CC=C2C=2C=NC=CC2)C=C(C1)OC